3-((R)-1-(3-(5,6,7,8-tetrahydro-1,8-naphthyridin-2-yl)propyl)piperidine-3-carboxamido)-2-(5,6,7,8-tetrahydronaphthalen-1-yl)propanoic acid N1=C(C=CC=2CCCNC12)CCCN1C[C@@H](CCC1)C(=O)NCC(C(=O)O)C1=CC=CC=2CCCCC12